ClC=1C=C(C=CC1)C=1N=C(NC1)CC1=CC=CC2=CC=CC=C12 4-(3-Chlorophenyl)-2-(1-naphthylmethyl)imidazole